(S)-4-(dimethylamino)butane-1,2-diol hydrochloride Cl.CN(CC[C@@H](CO)O)C